2-(3-chloro-4-fluorobenzyl)-6-(2,6-dichloro-4-nitrophenoxy)-3,4-dihydroisoquinolin-1(2H)-one ClC=1C=C(CN2C(C3=CC=C(C=C3CC2)OC2=C(C=C(C=C2Cl)[N+](=O)[O-])Cl)=O)C=CC1F